O1C=CC2=C1C=CC(=C2)CC=O 1-benzofuran-5-acetaldehyde